9-Fluorenol C1=CC=CC=2C3=CC=CC=C3C(C12)O